lithium 2-pentafluoroethoxy-1,1,2,2-tetrafluoro-ethanesulfonate FC(C(F)(F)F)(OC(C(S(=O)(=O)[O-])(F)F)(F)F)F.[Li+]